ClC=1C(=C(CN2[C@@H](C[C@@](CC2)(C(=O)O)CC2=C(C(=CC=C2F)NC2=NNC(=C2)C)F)C)C=CC1)F (2R,4R)-1-(3-chloro-2-fluorobenzyl)-4-(2,6-difluoro-3-((5-methyl-1H-pyrazol-3-yl)amino)benzyl)-2-methylpiperidine-4-carboxylic acid